BrC=1C=C(C(=NC1)Cl)NC(=O)C1=NC=CN=C1 N-(5-bromo-2-chloropyridin-3-yl)pyrazine-2-carboxamide